CC=1C=C(C=C(C1)C)N=C=S 3,5-dimethylphenyl isothiocyanate